2-(1H-imidazol-2-yl)acetic acid N1C(=NC=C1)CC(=O)O